1-(tert-Butyl)-3-(naphthalen-1-yl)-1H-pyrazolo[3,4-d]pyrimidin-4-amine C(C)(C)(C)N1N=C(C=2C1=NC=NC2N)C2=CC=CC1=CC=CC=C21